4-fluoro-9a,11a-dimethyl-1-[(2R)-7,7,7-trifluoro-6-hydroxyhept-2-yl]-2,3,3a,5,5a,6,7,8,9,9a,9b,10,11,11a-tetradecahydro-1H-cyclopenta[1,2-a]phenanthrene-6,7-diol FC=1CC2C(C(CCC2(C2CCC3(C(C12)CCC3[C@H](C)CCCC(C(F)(F)F)O)C)C)O)O